O1CCC(CC1)[C@@H](C)N1C(C(=CC=C1)CN1N=CC(=C1)C1=NC(=NC2=C(C=CC=C12)OC)N)=O 1-[(R)-1-(tetrahydro-2H-pyran-4-yl)ethyl]-3-{[4-(2-amino-8-methoxy-4-quinazolinyl)-1H-pyrazol-1-yl]methyl}-1H-pyridin-2-one